N1(CCOCC1)CCCNC(C1=C(C=CC=C1)NC1=CC=NC2=CC(=CC=C12)OC(F)(F)F)=O N-[3-(morpholin-4-yl)propyl]-2-[(7-trifluoromethoxy-quinolin-4-yl)amino]benzamide